P.S1C=NC2=C1C=CC=C2 benzothiazole phosphine salt